[Si](C)(C)(C(C)(C)C)OCC1=CN=C(S1)CO (5-(((tert-butyldimethylsilyl)oxy)methyl)thiazol-2-yl)methanol